O=C1C2=C(N=CN1C(C(=O)O)C1=CC=CC=C1)NN=C2 2-(4-oxo-1,4-dihydro-5H-pyrazolo[3,4-d]pyrimidin-5-yl)-2-phenylacetic acid